tert-Butyl 4-(2-chloro-4-(hydroxymethyl)phenyl)piperidine-1-carboxylate ClC1=C(C=CC(=C1)CO)C1CCN(CC1)C(=O)OC(C)(C)C